C(C)(=O)O.C(C(C)O)O 1,2-propanediol acetate